ClC1=CC=C2C(=C(NC2=C1)C(=O)N1CCC(CC1)C=1C=C2CN(C(C2=CC1)=O)C1C(NC(CC1)=O)=O)CN1CCOCC1 3-(5-(1-(6-chloro-3-(morpholinomethyl)-1H-indole-2-carbonyl)piperidin-4-yl)-1-oxoisoindolin-2-yl)piperidine-2,6-dione